NC[C@]1(CN(CC[C@H]1C(=O)OCC)CC1=CC=CC=C1)O ethyl trans-3-(aminomethyl)-1-benzyl-3-hydroxypiperidine-4-carboxylate